Tert-butyl 4-(4-(3-amino-6-(2-(methoxymethoxy)phenyl)pyridazin-4-yl)-1H-pyrazol-1-yl)-3,3-difluoropiperidine-1-carboxylate NC=1N=NC(=CC1C=1C=NN(C1)C1C(CN(CC1)C(=O)OC(C)(C)C)(F)F)C1=C(C=CC=C1)OCOC